P(OC1=C(C(=C(C(=C1)C1=CC=C(C=C1)C(C)(C)C)C(C)(C)C)C1=CC=C(C=C1)C(C)(C)C)C(C)(C)C)([O-])[O-] bis(4-tert-butylphenyl)-2,4-di-tert-butylphenyl phosphite